2-{[6-methyl-3-(1,3-thiazol-2-yl)pyridin-2-yl]carbonyl}-2-azabicyclo[3.1.1]heptane CC1=CC=C(C(=N1)C(=O)N1C2CC(CC1)C2)C=2SC=CN2